tert-butyl (3S)-3-[(6-fluoro-1-methylindol-3-yl)methyl]piperidine-1-carboxylate FC1=CC=C2C(=CN(C2=C1)C)C[C@H]1CN(CCC1)C(=O)OC(C)(C)C